2,4-dichloro-5-fluoro-6-methyl-pyrimidine ClC1=NC(=C(C(=N1)Cl)F)C